FC(C(=O)O)(F)C1=C(C(=C(C(=C1F)F)F)F)F α,α,2,3,4,5,6-heptafluoro-phenylacetic acid